BrCC1=C(C(=O)OC)C=C(C(=C1)OCC(=O)OC(C)(C)C)F methyl 2-(bromomethyl)-4-(2-(tert-butoxy)-2-oxoethoxy)-5-fluorobenzoate